C(C=C)(=O)N1CCN(CC1)CC1=C(C=C(C=C1)[C@H](C)NC=1N=CC2=C(N1)N(C(C=C2)=O)C(C)C)F 2-{[(1S)-1-{4-[(4-propenoylpiperazin-1-yl)methyl]-3-fluorophenyl}ethyl]amino}-8-(propan-2-yl)pyrido[2,3-d]pyrimidin-7(8H)-one